tert-butyl N-(2-amino-6-bromo-phenyl)-N-methyl-carbamate NC1=C(C(=CC=C1)Br)N(C(OC(C)(C)C)=O)C